dimethyldimethoxy-silane C[Si](OC)(OC)C